FC=1C=C(C=C(C1)F)N1N=C(C2=CC=CC=C2C1=O)C=1C=C(C=CC1)\C=[N+](\C(C)C)/[O-] (Z)-1-(3-(3-(3,5-difluorophenyl)-4-oxo-3,4-dihydrophthalazin-1-yl)phenyl)-N-isopropylmethanimine oxide